N-(4-methoxybenzyl)-N-(1-methylcyclopropyl)sulfamic acid COC1=CC=C(CN(S(O)(=O)=O)C2(CC2)C)C=C1